tert-butyl ((1r,4r)-4-allyl-4-((tert-butylsulfinyl)amino)cyclohexyl)carbamate C(C=C)C1(CCC(CC1)NC(OC(C)(C)C)=O)NS(=O)C(C)(C)C